FC1=C(C=C(C=C1)C1(CC1)N(C(=O)OC)C[C@H]1N(CC1)C(=O)OC(C)(C)C)C(F)(F)F tert-butyl (S)-2-(((1-(4-fluoro-3-(trifluoromethyl)phenyl)cyclopropyl)(methoxycarbonyl)amino)methyl)azetidine-1-carboxylate